C(C)OC(C(CCC)(CCC)C#N)=O 2-cyano-2-propyl-valeric acid ethyl ester